CC(CS(=O)(=O)Cl)(C)C 2,2-dimethyl-propane-1-sulfonyl chloride